3-[3-fluoro-4-[4-(5-fluoro-6-methoxy-4-methyl-3-pyridyl)-1-piperidyl]phenyl]piperidine-2,6-dione FC=1C=C(C=CC1N1CCC(CC1)C=1C=NC(=C(C1C)F)OC)C1C(NC(CC1)=O)=O